C(C)(=O)C1=CC=C(OC2=CC=CC(=N2)S(=O)(=O)NC(=O)C=2C(=NC=CC2)N2C(CC(C2)C)(C)C)C=C1 N-[[6-(4-Acetylphenoxy)-2-pyridyl]sulfonyl]-2-(2,2,4-trimethylpyrrolidin-1-yl)pyridin-3-carboxamid